ClC=1C(=NC(=NC1)NC1=C(C=C(C=C1)C(=O)N1CCOCC1)OC)C=1C=NN(C1)C (4-((5-chloro-4-(1-methyl-1H-pyrazol-4-yl)pyrimidin-2-yl)amino)-3-methoxyphenyl)(morpholino)methanone